4-Bromo-3,5-difluoro-N-(8-fluoro-6-oxo-1,2,3,4,5,6-hexahydrobenzo[c][1,7]naphthyridin-1-yl)-N-methylbenzamide BrC1=C(C=C(C(=O)N(C)C2C=3C4=C(C(NC3CNC2)=O)C=C(C=C4)F)C=C1F)F